C(#N)C1=C(C(=C(N)C=C1)F)SC 4-cyano-2-fluoro-3-methylthioaniline